N-(3-chloro-4-fluorophenyl)-4-(6-(3-(2-(diethylamino)ethyl)thioureido)quinolin-2-yl)piperazine-1-carboxamide ClC=1C=C(C=CC1F)NC(=O)N1CCN(CC1)C1=NC2=CC=C(C=C2C=C1)NC(=S)NCCN(CC)CC